dichlorobistriphenylphosphine palladium C1C=CC(=CC=1)[P](C1C=CC=CC=1)(C1C=CC=CC=1)[Pd]([P](C1C=CC=CC=1)(C1C=CC=CC=1)C1C=CC=CC=1)(Cl)Cl